C(CCC)NC(NCCC[Si](OC)(OC)OC)=O 3-(3-butylureido)propyltrimethoxysilane